[Pd].[Pd].C(C1=CC=CC=C1)=CC(=O)C=CC1=CC=CC=C1.C(C1=CC=CC=C1)=CC(=O)C=CC1=CC=CC=C1.C(C1=CC=CC=C1)=CC(=O)C=CC1=CC=CC=C1.[Pd] palladium tris(dibenzylideneacetone) dipalladium (0)